Cl.FC1=C(C=C(C=C1)NN)OC (4-fluoro-3-methoxy-phenyl)hydrazine hydrochloride